CC1=CC=2N(C=C1)C(=CN2)C2=C1CNC(C1=C(C=C2)NC2=NC=C(C=C2)S(=O)(=O)C)=O 4-(7-methylimidazo[1,2-a]pyridin-3-yl)-7-[(5-methylsulfonyl-2-pyridyl)amino]isoindolin-1-one